3,3,5-trimethylcyclohexane acrylate C(C=C)(=O)O.CC1(CCCC(C1)C)C